N-(2-(5-Chloro-2-hydroxy-4-methoxybenzoyl)isoindolin-4-yl)-N-methyl-acrylamide ClC=1C(=CC(=C(C(=O)N2CC3=CC=CC(=C3C2)N(C(C=C)=O)C)C1)O)OC